COC1=CC=C(C(=N1)C=O)C (6-methoxy-3-methylpyridin-2-yl)methanone